3-cyclopropyl-5-nitro-2-{[2-(trimethylsilyl)ethoxy]methyl}-2H-indazole C1(CC1)C=1N(N=C2C=CC(=CC12)[N+](=O)[O-])COCC[Si](C)(C)C